N1C=CC=2C1=NC=C(C2)OC2=C(C(=O)NS(=O)(=O)C1=CC(=CC=C1)[N+](=O)[O-])C=CC(=C2)N2CCN(CC2)[C@H]2CCCCC1=C2C=CC=C1 (S)-2-((1H-pyrrolo[2,3-b]pyridin-5-yl)oxy)-N-((3-nitrophenyl)sulfonyl)-4-(4-(6,7,8,9-tetrahydro-5H-benzo[7]annulen-5-yl)piperazin-1-yl)benzamide